FC=1C=C(CC2=NC=CC(=C2)N2N=C(C=3C(NCCC32)=O)CO)C=C(C1)C(F)(F)F 1-(2-(3-fluoro-5-(trifluoromethyl)benzyl)pyridin-4-yl)-3-(hydroxymethyl)-1,5,6,7-tetrahydro-4H-pyrazolo[4,3-c]pyridin-4-one